N-(3-trifluoromethyl-phenyl)-N-[2-(1H-tetrazol-5-yl)-phenyl]urea FC(C=1C=C(C=CC1)N(C(=O)N)C1=C(C=CC=C1)C1=NN=NN1)(F)F